C(C)NCCN([Si](C)(C)C)CC N,N'-diethyl-N'-trimethylsilyl-ethane-1,2-diamine